2-methyl-N-[(1E)-1-[2-methyl-3-(trifluoromethyl)phenyl]ethylidene]propane-2-sulfinamide CC(C)(C)S(=O)/N=C(\C)/C1=C(C(=CC=C1)C(F)(F)F)C